OC1C(CSC1)C1=C(C(N(N=C1C1=CC=C(C=C1)C(F)(F)F)C=1C=NC=CC1)=O)C(=O)N (-)-N-cis-4-hydroxytetrahydrothien-3-yl-3-oxo-2-(pyridin-3-yl)-6-[4-(trifluoromethyl)phenyl]-2,3-dihydropyridazine-4-carboxamide